N-(4-(4-amino-7-methyl-5-(3-(6-methylpyridin-2-yl)-2,3-dihydrobenzofuran-6-yl)-7H-pyrrolo[2,3-d]pyrimidin-6-yl)phenyl)methacrylamide NC=1C2=C(N=CN1)N(C(=C2C2=CC1=C(C(CO1)C1=NC(=CC=C1)C)C=C2)C2=CC=C(C=C2)NC(C(=C)C)=O)C